(1S,2S,3R,4R)-3-(2-aminopyridin-4-yl)-N-(3,4-dichlorophenyl)-7-oxabicyclo[2.2.1]heptane-2-carboxamide NC1=NC=CC(=C1)[C@H]1[C@@H]([C@@H]2CC[C@H]1O2)C(=O)NC2=CC(=C(C=C2)Cl)Cl